FC=1C(=C(C=CC1F)[C@@H]1[C@H](O[C@@](C1)(C(F)(F)F)CC)C(=O)NC1=CC(=NC=C1)C(=O)N)OC |o1:8,9,11| rel-(2s,3r,5s)-4-[[3-(3,4-difluoro-2-methoxy-phenyl)-5-ethyl-5-(trifluoromethyl)tetrahydrofuran-2-carbonyl]amino]pyridine-2-carboxamide